FC=1C=C(COC2=CC=C(C(=O)NC3=CC=C4C(=NN(C4=C3)CCC3CCN(CC3)C)C)C=C2)C=CC1 4-((3-fluorobenzyl)oxy)-N-(3-methyl-1-(2-(1-methylpiperidin-4-yl)ethyl)-1H-indazol-6-yl)benzamide